(S)-2-(1-amino-1,3-dihydro-spiro[inden-2,4'-piperidin]-1'-yl)-5-(3-(4-chloro-3-hydroxyphenyl)prop-1-yn-1-yl)-3-methylpyrimidin-4(3H)-one N[C@@H]1C2=CC=CC=C2CC12CCN(CC2)C2=NC=C(C(N2C)=O)C#CCC2=CC(=C(C=C2)Cl)O